tert-butyl N-[5-[[2-[(2S,5S)-4,4-difluoro-5-methyl-2-(6-methyl-3-pyridyl)-1-piperidyl]-2-oxo-acetyl]amino]-3-methyl-2-pyridyl]carbamate FC1(C[C@H](N(C[C@@H]1C)C(C(=O)NC=1C=C(C(=NC1)NC(OC(C)(C)C)=O)C)=O)C=1C=NC(=CC1)C)F